2-(bromomethyl)-3-((tetrahydro-2H-pyran-2-yl)oxy)pyrazine BrCC1=NC=CN=C1OC1OCCCC1